N-(2-aminoethyl)-5-(4-chlorophenyl)furan-2-carboxamide hydrochloride Cl.NCCNC(=O)C=1OC(=CC1)C1=CC=C(C=C1)Cl